C(C1=CC=CC=C1)NC([C@H]([C@@H](C)O)N1C(C2(C1)NCCC2)=O)=O (2S,3R)-N-benzyl-3-hydroxy-2-(1-oxo-2,5-diazaspiro[3.4]octan-2-yl)butanamide